1,2-dimethyl-pyridinium chloride [Cl-].C[N+]1=C(C=CC=C1)C